FC(C=1C=C(C=C(C1)C(F)(F)F)NC(=O)[C@@H]1CC12CCN(CC2)CC(=O)NC(C)(C)C)(F)F (R)-N-(3,5-bis(trifluoromethyl)phenyl)-6-(2-(tert-butylamino)-2-oxoethyl)-6-azaspiro[2.5]octane-1-carboxamide